tert-butyl (1S,4S)-5-((1-(3-(2,6-dioxopiperidin-3-yl)-1-methyl-1H-indazol-7-yl)piperidin-4-yl)methyl)-2,5-diazabicyclo[2.2.1]heptane-2-carboxylate O=C1NC(CCC1C1=NN(C2=C(C=CC=C12)N1CCC(CC1)CN1[C@@H]2CN([C@H](C1)C2)C(=O)OC(C)(C)C)C)=O